C(C)(C)NC[C@H](COC1=C(C=C(C2=CC=CC=C12)Br)Br)O R-1-isopropylamino-3-(2,4-dibromo-1-naphthoxy)-2-propanol